ClC=1C=C(C=C(C1)Cl)C1=NC(=CC(=C1)CN1CCC(CC1)CNC(=O)NC)OC=1C=NC(=NC1)N1CCN(CC1)CCO 1-((1-((2-(3,5-dichloro-phenyl)-6-((2-(4-(2-hydroxyethyl)piperazin-1-yl)pyrimidin-5-yl)oxy)pyridin-4-yl)methyl)piperidin-4-yl)methyl)-3-methylurea